N(=NC1(CCCCC1)C#N)C1(CCCCC1)C#N azo-biscyclohexanecarbonitrile